N[C@H](C=1N=C2N(N=C(C(=C2)N(C2CCOCC2)C)CC2C(NC[C@@H](C2)C(F)(F)F)=O)C1)C1CCC(CC1)(F)F (5R)-3-((2-((S)-amino(4,4-difluorocyclohexyl)methyl)-7-(methyl(tetrahydro-2H-pyran-4-yl)amino)imidazo[1,2-b]pyridazin-6-yl)methyl)-5-(trifluoromethyl)piperidin-2-one